ClC=1C=CC(=C(C1)C1=CC(=C(N=N1)SCC1=CC(=CC=C1)C(=O)OCC1CCN(CC1)C)NC1=C2C(=NC=C1)N(C=C2)C(=O)OC(C)(C)C)F tert-butyl 4-{[6-(5-chloro-2-fluorophenyl)-3-{1-[(3-{[(1-methylpiperidin-4-yl)methoxy]carbonyl}phenyl)methyl]sulfanyl}pyridazin-4-yl]amino}-1H-pyrrolo[2,3-b]pyridine-1-carboxylate